C(C1=CC=CC=C1)OC(=O)N[C@H](C(=O)N[C@@H](CCC(=O)OC(C)(C)C)C(=O)NC1=CC(=CC(=C1)OC)OC)CC(=O)OC(C)(C)C tert-Butyl (S)-4-((S)-2-(((benzyloxy)carbonyl)amino)-4-(tert-butoxy)-4-oxobutanamido)-5-((3,5-dimethoxyphenyl)amino)-5-oxopentanoate